CCCCCCCCCCCCCCCC(=O)OC(CCCCCCCCC)CCCCCCCC(=O)[O-] The molecule is a long-chain fatty acid anion that is the conjugate base of 9-PAHSA, obtained by deprotonation of the carboxy group; major species at pH 7.3. It has a role as a human metabolite, a hypoglycemic agent and an anti-inflammatory agent. It is a conjugate base of a 9-PAHSA.